1-phenylpyrazole-4-carbaldehyde C1(=CC=CC=C1)N1N=CC(=C1)C=O